(S)-2-((((9H-fluoren-9-yl)methoxy)carbonyl)(methyl)amino)-3-(pyridin-3-yl)propanoic acid C1=CC=CC=2C3=CC=CC=C3C(C12)COC(=O)N([C@H](C(=O)O)CC=1C=NC=CC1)C